(R)-(4-(4-chloropyrazolo[1,5-a]pyridin-2-yl)-6,7-dihydro-1H-imidazo[4,5-c]pyridin-5(4H)-yl)(6-methoxypyrazolo[1,5-a]pyridin-3-yl)methanone ClC=1C=2N(C=CC1)N=C(C2)[C@@H]2N(CCC1=C2N=CN1)C(=O)C=1C=NN2C1C=CC(=C2)OC